4-amino-4'-hydroxy-6'-(3-hydroxy-3-methylpyrrolidin-1-yl)-6-(thiazol-2-yl)-[2,2'-bipyridine]-3-carbonitrile NC1=C(C(=NC(=C1)C=1SC=CN1)C1=NC(=CC(=C1)O)N1CC(CC1)(C)O)C#N